FC(=C(C(F)F)F)F 1,1,2,3,3-Pentafluoropropen